(4-(((2-hydroxyethyl)amino)methyl)-1H-indol-1-yl)(phenyl)methanone OCCNCC1=C2C=CN(C2=CC=C1)C(=O)C1=CC=CC=C1